NC1=C(SC=2N=C(N=CC21)C)C(=O)NC2CC=1C=CC(=NC1CC2)N2CC(C(C2)OCCOC)N 5-amino-N-{2-[3-amino-4-(2-methoxyethoxy)pyrrolidin-1-yl]-5,6,7,8-tetrahydroquinolin-6-yl}-2-methylthieno[2,3-d]pyrimidine-6-carboxamide